(3R,4S)-4-(((3-Isopropyl-7-((thiazol-4-ylmethyl)amino)pyrazolo[1,5-a]pyrimidin-5-yl)amino)methyl)piperidin-3-ol C(C)(C)C=1C=NN2C1N=C(C=C2NCC=2N=CSC2)NC[C@H]2[C@H](CNCC2)O